3-butyl-7-methoxy-3-methyl-1,1-dioxido-5-phenyl-2,3,4,5-tetrahydro-1,5-benzothiazepin C(CCC)C1(CS(C2=C(N(C1)C1=CC=CC=C1)C=C(C=C2)OC)(=O)=O)C